C(#N)C(NC(=O)[C@@H]1[C@H]2C([C@H]2CN1C([C@H](CN(C)CC)NC(C(F)(F)F)=O)=O)(C)C)C1=NN=CC2=CC=CC=C12 (1R,2S,5S)-N-[cyano(phthalazin-1-yl)methyl]-3-[(2S)-3-[ethyl(methyl)amino]-2-[(2,2,2-trifluoroacetyl)amino]propanoyl]-6,6-dimethyl-3-azabicyclo[3.1.0]hexane-2-carboxamide